FC1(CNC(N(C1)C(CN1CCOCC1)C1=CN=C(S1)NC([C@@H](C1CCC(CC1)C)C1C(C1)(C(=O)N)F)=C=O)=C=O)F [(1S)-2-[[5-[1-(5,5-difluoro-2-carbonyl-hexahydropyrimidin-1-yl)-2-morpholino-ethyl]thiazol-2-yl]amino]-1-(4-methylcyclohexyl)-2-carbonyl-ethyl]-1-fluoro-cyclopropanecarboxamide